S=O.[Cu] copper sulphur oxide